C(CCCCCCCCCCC)OC(CCCCCCCC(C(CCCCCCCC)OC(CCCCCCCCCCC)=O)OC(CCCCCCCCCCC)=O)=O 9,10-bis-dodecanoyloxy-octadecanoic acid dodecyl ester